(S)-3-(1-methylcyclopropyl)-6-((1-phenylethyl)amino)pyrimidine-2,4(1h,3h)-dione CC1(CC1)N1C(NC(=CC1=O)N[C@@H](C)C1=CC=CC=C1)=O